CC1=C(C2=CC(=CC=C2C=C1)C)NC1=CC=CC=C1 2,7-dimethyl-N-phenylnaphthalen-1-amine